The molecule is a 1-(Z)-alk-1-enyl-2-acyl-sn-glycero-3-phosphoethanolamine zwitterion in which the alk-1-enyl and acyl groups are specified as (1Z-octadecenyl) and arachidonoyl respectively. It is a 1-(Z)-alk-1-enyl-2-acyl-sn-glycero-3-phosphoethanolamine zwitterion and a 1-O-(1Z-octadecenyl)-2-acyl-sn-glycero-3-phosphoethanolamine zwitterion. It is a tautomer of a 1-(1Z-octadecenyl)-2-arachidonoyl-sn-glycero-3-phosphoethanolamine. CCCCCCCCCCCCCCCC/C=C\\OC[C@H](COP(=O)([O-])OCC[NH3+])OC(=O)CCC/C=C\\C/C=C\\C/C=C\\C/C=C\\CCCCC